4-(6-chloro-3-((1-(2-(dimethylamino)-3,6-dimethyl-4-oxo-4H-chromen-8-yl)ethyl) amino)pyridin-2-yl)-2-formylphenyl trifluoromethanesulfonate FC(S(=O)(=O)OC1=C(C=C(C=C1)C1=NC(=CC=C1NC(C)C=1C=C(C=C2C(C(=C(OC12)N(C)C)C)=O)C)Cl)C=O)(F)F